(benzyloxy)chroman-4-amine C(C1=CC=CC=C1)OC1OC2=CC=CC=C2C(C1)N